COC=1N=C2C(=CC=NC2=CC1OC)OC1=C(C=C(C=C1)NC(=O)C=1C(=NC=C(C1O)C=1OC=CC1)C)F N-[4-[(6,7-Dimethoxy-1,5-naphthyridin-4-yl)oxy]-3-fluorophenyl]-5-(furan-2-yl)-4-hydroxy-2-methylpyridine-3-carboxamide